CC1=CC(=CC(=C1)CC)C 1,3-dimethyl-5-ethyl-benzene